((S)-1-(2-chloro-3-fluorophenyl)propoxy)-N-((R,E)-4-(methylsulfonyl)but-3-en-2-yl)pyrimidine-2-carboxamide ClC1=C(C=CC=C1F)[C@H](CC)OC1=NC(=NC=C1)C(=O)N[C@H](C)\C=C\S(=O)(=O)C